C(CCC)NC(=O)NC1=NC(=NC(=N1)N)N N-butyl-N'-(4,6-diamino-1,3,5-triazin-2-yl)urea